ClC=1C=C(OCC(=O)NC23CC(C2)(C3)NC(CC3=NC=CC=C3)=O)C=CC1Cl 2-(3,4-Dichlorophenoxy)-N-{3-[2-(pyridin-2-yl)acetylamino]bicyclo[1.1.1]pentan-1-yl}acetamide